Perfluoroalcohol Phosphate P(=O)(O)(O)O.FO